cyclohex-1,4-dien-1-ylcarbinol C1(=CCC=CC1)CO